ClC1=CN(C2=NC=C(C=C21)C(=O)N2CCC(CC2)F)C=2C=NC(=NC2)C (3-chloro-1-(2-methylpyrimidin-5-yl)-1H-pyrrolo[2,3-b]pyridin-5-yl)(4-fluoropiperidin-1-yl)methanone